N-(3-{6-azaspiro[2.5]octan-6-yl}-4-{4-[2-(4,4-difluoropiperidin-1-yl)-[3,3'-bipyridyl]-6-yl]-1H-1,2,3-triazol-1-yl}phenyl)-2-hydroxyethane-1-sulfonamide C1CC12CCN(CC2)C=2C=C(C=CC2N2N=NC(=C2)C2=CC=C(C(=N2)N2CCC(CC2)(F)F)C=2C=NC=CC2)NS(=O)(=O)CCO